3-(1-oxo-5-(((1S,2S)-2-(3-(pyridin-4-yl)azetidin-1-yl)cyclohexyl)oxy)isoindolin-2-yl)piperidine-2,6-dione O=C1N(CC2=CC(=CC=C12)O[C@@H]1[C@H](CCCC1)N1CC(C1)C1=CC=NC=C1)C1C(NC(CC1)=O)=O